Benzyl cinnamate (Benzyl cinnamate) C(C1=CC=CC=C1)C(C(=O)O)=CC1=CC=CC=C1.C(C=CC1=CC=CC=C1)(=O)OCC1=CC=CC=C1